ClC1=C2C(=CNC2=C(C=C1)N1C[C@@H](CCC1)C1=CC=C(C=C1)N1CCC(CC1)CN1CCN(CC1)C=1C=C2CN(C(C2=CC1)=O)C1C(NC(CC1)=O)=O)C#N 4-Chloro-7-[(3S)-3-{4-[4-({4-[2-(2,6-dioxopiperidin-3-yl)-1-oxo-2,3-dihydro-1H-isoindol-5-yl]piperazin-1-yl}methyl)piperidin-1-yl]phenyl}piperidin-1-yl]-1H-indole-3-carbonitrile